2-[(4R)-4-[3-(2,4-dioxohexahydropyrimidin-1-yl)-1-methyl-indazol-6-yl]-3,3-difluoro-1-piperidyl]acetic acid, trifluoroacetic acid salt FC(C(=O)O)(F)F.O=C1N(CCC(N1)=O)C1=NN(C2=CC(=CC=C12)[C@@H]1C(CN(CC1)CC(=O)O)(F)F)C